C(C)OC(=O)C=1N=CSC1C1CCN(CC1)S(=O)(=O)C 5-(1-methanesulfonylpiperidin-4-yl)-1,3-thiazole-4-carboxylic acid ethyl ester